FC(C=1C=C(C=2N(C1)C=C(N2)[C@@H](C)N[S@@](=O)C(C)(C)C)N2C(N(C(C2)=O)C)=O)F |o1:14| (S*)-N-((R)-1-(6-(difluoromethyl)-8-(3-methyl-2,4-dioxoimidazolidin-1-yl)imidazo[1,2-a]pyridin-2-yl)ethyl)-2-methylpropane-2-sulfinamide